N3-methyl-2'-deoxycytidine CNC1=NC(=O)N(C=C1)[C@H]2C[C@@H]([C@H](O2)CO)O